C(CCC\C=C/CC)CC(=O)O.CN1C(N(C2=C1C=C(C=C2)C2CCN(CC2)C[C@@H]2CNCC2)C2C(NC(CC2)=O)=O)=O 3-[3-Methyl-2-oxo-5-[1-[[(3S)-pyrrolidin-3-yl]methyl]-4-piperidyl]benzimidazol-1-yl]piperidine-2,6-dione Z-5-Octenyl-Acetate